(2S)-2-amino-3-[(3S)-2-oxo-3-piperidyl]propanenitrile N[C@H](C#N)C[C@H]1C(NCCC1)=O